C(C=C)(=O)N1C[C@@H](N(CC1)C(=O)OC(C)(C)C)C (S)-tert-butyl 4-acryloyl-2-methylpiperazine-1-carboxylate